di-n-propyl cyclohexene-1,2-dicarboxylate C1(=C(CCCC1)C(=O)OCCC)C(=O)OCCC